dichloro(bis{di-tert-butyl[4-(dimethylamino)phenyl]phosphoranyl})palladium Cl[Pd](P(C(C)(C)C)(C(C)(C)C)C1=CC=C(C=C1)N(C)C)(P(C1=CC=C(C=C1)N(C)C)(C(C)(C)C)C(C)(C)C)Cl